O1CCOC12CCC(CC2)C(=O)Cl 1,4-dioxaspiro[4.5]decane-8-carbonyl chloride